(S,Z)-1-((5-chloro-3'-(pyridin-3-ylmethoxy)-[1,1'-biphenyl]-2-yl)sulfonyl)-4-fluoro-N-(4-(methylsulfonyl)but-3-en-2-yl)piperidine-4-carboxamide ClC=1C=CC(=C(C1)C1=CC(=CC=C1)OCC=1C=NC=CC1)S(=O)(=O)N1CCC(CC1)(C(=O)N[C@@H](C)\C=C/S(=O)(=O)C)F